Cl.ClCC=1N=NN(C1)CCS(=O)(=O)C 4-(chloromethyl)-1-(2-methylsulfonylethyl)triazole hydrogen chloride